ClC=1C2=C(N=C(N1)NC(C(F)(F)F)=O)NC(=C2)C=2CCN(CC2)C(C(F)(F)F)=O N-(4-chloro-6-(1-(2,2,2-trifluoroacetyl)-1,2,3,6-tetrahydropyridin-4-yl)-7H-pyrrolo[2,3-d]pyrimidin-2-yl)-2,2,2-trifluoroacetamide